NC=1C2=C(N=CN1)N(C=C2)[C@H]2[C@@H]([C@@H]([C@H](C2)[C@H]2OCC1=CC(=CC=C21)Cl)O)O (1R,2S,3R,5S)-3-(4-amino-7H-pyrrolo[2,3-d]pyrimidin-7-yl)-5-((R)-5-chloro-1,3-dihydroisobenzofuran-1-yl)cyclopentane-1,2-diol